C(C)(C)[P] monoisopropyl-phosphorus